C(#N)C1=CC=C(C=C1)NC(=O)C1C(C1)C1=CC(=C(C=C1)C=1CCNCC1)OC N-(4-cyanophenyl)-2-(3-methoxy-4-(1,2,3,6-tetrahydropyridin-4-yl)phenyl)cyclopropaneCarboxamide